(S)-2-((3S,5S)-3,5-dimethylpiperazin-1-yl)-N-(3-(2-((2-fluoro-3-(methylsulfonyl)phenyl)amino)-5-methylpyrimidin-4-yl)-1H-indol-7-yl)propanamide C[C@H]1CN(C[C@@H](N1)C)[C@H](C(=O)NC=1C=CC=C2C(=CNC12)C1=NC(=NC=C1C)NC1=C(C(=CC=C1)S(=O)(=O)C)F)C